N1=NC(=C2N1C=CC=C2)C=O (triazolo[1,5-a]pyridin-3-yl)methanone